BrC=1C=NN2C1OC[C@H](C2)O[Si](C)(C)C(C)(C)C (S)-3-bromo-6-((tert-butyldimethylsilyl)oxy)-6,7-dihydro-5H-pyrazolo[5,1-b][1,3]oxazine